(6-((4-((2-ethyl-4-phenylthiazol-5-yl)oxy)pyridin-2-yl)amino)pyridin-3-yl)(4-methylpiperazin-1-yl)methanone C(C)C=1SC(=C(N1)C1=CC=CC=C1)OC1=CC(=NC=C1)NC1=CC=C(C=N1)C(=O)N1CCN(CC1)C